C(C)(C)C1=CC=C(C=C1)C1=COC=2C1=NC=C(C2)C2=CC=C(C=C2)N2CCN(CC2)C(=O)OC(C)(C)C tert-butyl 4-(4-(3-(4-isopropylphenyl)furo[3,2-b]pyridin-6-yl)phenyl)piperazine-1-carboxylate